C(C)(=O)N1CCC(CC1)NCC=1C=CC(=NC1OC)C=1C(=C(C=CC1)C1=C(C(=NC=C1)C1=CC(=C(CN[C@@H]2CC(OC2)=O)C=C1)OC)Cl)Cl (R)-4-((4-(4-(3-(5-(((1-acetylpiperidin-4-yl)amino)methyl)-6-methoxypyridin-2-yl)-2-chlorophenyl)-3-chloropyridin-2-yl)-2-methoxybenzyl)amino)dihydrofuran-2(3H)-one